C1(=CC=C(C=C1)C[C@@H](C(=O)N[C@@H](C)C(=O)O)CP(=O)([C@H](C)NC(=O)OC(C)OC(C(C)C)=O)O)C1=CC=CC=C1 ((2S)-3-([1,1'-biphenyl]-4-yl)-2-((hydroxy((1R)-1-(((1-(isobutyryloxy)ethoxy)carbonyl)amino)ethyl)phosphoryl)methyl)propanoyl)-L-alanine